CO[C@@H]1C[C@H](CNC1)OC=1C=C2CN(C(C2=CC1)=O)C1C(NC(CC1)=O)=O 3-(5-(((3R,5R)-5-methoxypiperidin-3-yl)oxy)-1-oxoisoindolin-2-yl)piperidine-2,6-dione